BrC=1C=2N(C=C(C1)C=1C=NN(C1)C1CCC(CC1)N(C(OC(C)(C)C)=O)C)N=CC2C#N tert-butyl N-[4-[4-(4-bromo-3-cyano-pyrazolo[1,5-a]pyridin-6-yl)pyrazol-1-yl]cyclohexyl]-N-methyl-carbamate